NC1=CC=C(C=C1)NC1=CC=CC=C1 N-(Para-aminophenyl)Anilin